CN(CCN(C(C1=C(C=CC=C1)F)=O)C1=CC(=CC=C1)N(C)CC=1N=CNC1)C N-[2-(dimethylamino)ethyl]-2-fluoro-N-[3-[1H-imidazol-4-ylmethyl(methyl)amino]phenyl]benzamide